COC1=CC=C(C=C1)[C@H](C)N1C[C@H](CC1=O)C(=O)OCC1=CC=CC=C1 (S)-benzyl 1-((S)-1-(4-methoxyphenyl)ethyl)-5-oxopyrrolidine-3-carboxylate